6-((4-((2-Cyclopropyl-4-phenyloxazol-5-yl)oxy)pyridin-2-yl)amino)-N-methylpicolinamide C1(CC1)C=1OC(=C(N1)C1=CC=CC=C1)OC1=CC(=NC=C1)NC1=CC=CC(=N1)C(=O)NC